C(C)(C)(C)C1=C(C=C(C(=C1)O)C(C)(C)C)O 2,5-di-tert-butyl-1,4-benzenediol